Cl.FC(C1=NNC(=C1)C(=O)O)(F)F 3-(trifluoromethyl)-1H-pyrazole-5-carboxylic acid hydrochloride